O.C(C)(=O)[O-].[Ce+3].C(C)(=O)[O-].C(C)(=O)[O-] Cerium(III) acetate monohydrate